FC(C=1C=CC(=NC1)C(N1C[C@@H](N(C[C@H]1C)C=1C2=C(N(C(N1)=O)C)N(N=N2)C[C@H]2OCCC2)C)C2=NC=C(C=C2)C(F)(F)F)(F)F 7-((2S,5R)-4-(bis(5-(trifluoromethyl)pyridin-2-yl)methyl)-2,5-dimethylpiperazin-1-yl)-4-methyl-3-(((S)-tetrahydrofuran-2-yl)methyl)-3,4-dihydro-5H-[1,2,3]triazolo[4,5-d]pyrimidin-5-one